C(C)C1=CN=C2N1C=C(C=N2)C=2C=CN1N=C(N=CC12)NC(C)C 5-(3-ethylimidazo[1,2-a]pyrimidin-6-yl)-N-isopropylpyrrolo[2,1-f][1,2,4]triazin-2-amine